BrC=1C=CC2=C(C=C(O2)CO)C1 (5-bromo-1-benzofuran-2-yl)methanol